CC1(OC(C2=C(C=CC=C12)NC1=C(C(NC=C1)=O)C(=O)NC1=CC=C(C=C1)N1CCN(CC1)C)=O)C 4-((1,1-Dimethyl-3-oxo-1,3-dihydroisobenzofuran-4-yl)amino)-N-(4-(4-methylpiperazin-1-yl)phenyl)-2-oxo-1,2-dihydropyridine-3-carboxamide